ClC=1C=C(C(=O)NC)C=CC1N1CCN(CC1)CC1=CC=C2C(N(C(NC2=C1)=O)CC)=O 3-chloro-4-(4-((3-ethyl-2,4-dioxo-1,2,3,4-tetrahydroquinazolin-7-yl)methyl)piperazin-1-yl)-N-methylbenzamide